FC1=C(C=CC=C1OC)C1=C(N(C(N(C1=O)C[C@@H](C1=CC=CC=C1)NC(OC(C)(C)C)=O)=O)CC1=C(C=CC=C1C(F)(F)F)F)C tert-butyl (R)-(2-(5-(2-fluoro-3-methoxyphenyl)-3-(2-fluoro-6-(trifluoromethyl)benzyl)-4-methyl-2,6-dioxo-3,6-dihydropyrimidin-1(2H)-yl)-1-phenylethyl)carbamate